C(C)(C)(C)OC(N(C)[C@@H]1C[C@H](C1)OC1=C2C=NN(C2=CC(=C1)C1=C(C=C(C=C1)O)F)C1OCCCC1)=O trans-tert-butyl(3-((6-(2-fluoro-4-hydroxyphenyl)-1-(tetrahydro-2H-pyran-2-yl)-1H-indazol-4-yl)oxy)cyclobutyl)(methyl)carbamate